C1=C(OC(=C1)C(=O)[O-])C(=O)[O-] The molecule is a dicarboxylic acid dianion obtained by deprotonation of both carboxy groups of furan-2,5-dicarboxylic acid; major species at pH 7.3. It is a dicarboxylic acid dianion and a furancarboxylate. It is a conjugate base of a furan-2,5-dicarboxylic acid.